(R)-N-(4,4-difluoro-1-methylpyrrolidin-3-yl)-5-(1-(2,2-difluoroethyl)-1H-benzo[d][1,2,3]triazol-6-yl)-6-fluoro-4-(methoxy-d3)pyrrolo[2,1-f][1,2,4]triazin-2-amine FC1([C@@H](CN(C1)C)NC1=NN2C(C(=N1)OC([2H])([2H])[2H])=C(C(=C2)F)C=2C=CC1=C(N(N=N1)CC(F)F)C2)F